(6-(3-propenoyl-3-azaspiro[5.5]undec-8-en-9-yl)-4-amino-7-methyl-7H-pyrrolo[2,3-d]pyrimidin-5-yl)pyrimidine-5-carbonitrile C(C=C)(=O)N1CCC2(CC1)CC=C(CC2)C2=C(C1=C(N=CN=C1N)N2C)C2=NC=C(C=N2)C#N